CC1=C(C=CC(=C1)OS(N)(=O)=O)C1=CC(=CC=C1)CN1[C@H](COCC1)C(=O)N[C@@H](C)C1=CC=C(C(=O)O)C=C1 4-((S)-1-((R)-4-((2'-methyl-4'-(sulfamoyloxy)-[1,1'-biphenyl]-3-yl)methyl)morpholine-3-carboxamido)ethyl)benzoic acid